ClC(C(C1=CC=C(C=C1)O)C1=CC=C(C=C1)O)Cl 1,1-dichloro-2,2-bis(4-hydroxyphenyl)ethane